COC([C@H](O)C1=C(C=CC=C1)Cl)=O (R)-(2-chloro-phenyl)-hydroxy-acetic acid methyl ester